O1C2=C(OCC1)C=C(C=C2)C=2C(=C(C=CC2)C2=CC=1N(C=C2)C(=NN1)C1=CC=C(CN2[C@@H](C[C@H](C2)O)C(=O)O)C=C1)C (2s,4R)-1-(4-(7-(3-(2,3-dihydrobenzo[b][1,4]dioxin-6-yl)-2-methylphenyl)-[1,2,4]triazolo[4,3-a]pyridin-3-yl)benzyl)-4-hydroxypyrrolidine-2-carboxylic acid